NC=1SC2=C(N1)C(=CC=C2F)C2=C(C=C1C(=NC=NC1=C2F)N2CCN(CC2)C(C=C)=O)Cl 1-(4-(7-(2-amino-7-fluorobenzo[d]thiazol-4-yl)-6-chloro-8-fluoroquinazolin-4-yl)piperazin-1-yl)prop-2-en-1-one